5-Phenylpent-1-ynyloxyboric acid C1(=CC=CC=C1)CCCC#COOB(O)O